2-(tert-butoxycarbonylamino)-3-(4-tert-butoxyphenyl)propionic acid C(C)(C)(C)OC(=O)NC(C(=O)O)CC1=CC=C(C=C1)OC(C)(C)C